(methylethyl)-benzene CC(C)C1=CC=CC=C1